(R)-7-(2-methyl-3-(2-(trifluoromethyl)pyrimidin-5-yl)propyl)-2-thia-7-azaspiro[3.5]nonane 2,2-dioxide C[C@@H](CN1CCC2(CS(C2)(=O)=O)CC1)CC=1C=NC(=NC1)C(F)(F)F